2-((6-methylpyrazin-2-yl)amino)butyric acid CC1=CN=CC(=N1)NC(C(=O)O)CC